1-ethyl-5,5-dimethyl-1,3-cyclohexadiene C(C)C1=CC=CC(C1)(C)C